FC(C(=O)O)(F)F.N1=C(C=CC=C1)C#CC=1C=C(C(=O)NC2=CC=C(C=C2)P(OCC)(OCC)=O)C=CC1 DIETHYL (4-(3-(PYRIDIN-2-YLETHYNYL)BENZAMIDO)PHENYL)PHOSPHONATE, TRIFLUOROACETATE SALT